C[C@H]1N(CCNC1)C(=O)OC=1C=C2C=NC(=NC2=CC1OC)C1=CC(=C(C=C1)OCC1=NC=CN=C1)Cl (3-chloro-4-(pyrazin-2-ylmethoxy) phenyl)-7-methoxyquinazolin-6-yl (R)-2-methylpiperazine-1-carboxylate